7-fluoro-benzo[e]thieno[3',2':5,6]benzo[1,2-b]thiepin-6(11H)-one FC1=CC=CC2=C1C(C1=C(SC2)C2=C(C=C1)C=CS2)=O